(R)-6-(2-amino-3-phenylpropoxy)-3-methylisoquinoline-5-carboxylic acid phenylmethyl ester dihydrochloride Cl.Cl.C1(=CC=CC=C1)COC(=O)C=1C=2C=C(N=CC2C=CC1OC[C@@H](CC1=CC=CC=C1)N)C